C1(=CC=C(C=C1)CN1C(C2N(CCN(C2)CC2=CC=C3C=CC4=CC=CC5=CC=C2C3=C45)C(C1)=O)=O)C1=CC=CC=C1 8-([1,1'-biphenyl]-4-ylmethyl)-2-(pyrene-1-ylmethyl)hexahydro-2H-pyrazino[1,2-a]pyrazine-6,9-dione